tert-butyl-(1R,5S)-3-(7-chloro-8-fluoro-2-((tetrahydro-1H-pyrrolizin-7a(5H)-yl)methoxy)pyrido[4,3-d]pyrimidin-4-yl)-3,8-diazabicyclo[3.2.1]octan C(C)(C)(C)[C@@]12CN(C[C@H](CC1)N2)C=2C1=C(N=C(N2)OCC23CCCN3CCC2)C(=C(N=C1)Cl)F